NC1=NC=C(C2=C1C=NN2)NC(=O)C(=O)N(CC2=CC(=CC=C2)NC)CC2=CC=CC=C2 N-(4-amino-1H-pyrazolo[4,3-c]pyridin-7-yl)-N'-benzyl-N'-[[3-(methylamino)phenyl]methyl]oxamide